O=C1N(C2=CC=CC=3C2=C1C=CC3C=C)C3C(NC(CC3)=O)=O 3-(2-oxo-5-vinyl-benzo[ct]indol-1-yl)piperidine-2,6-dione